3-[2-[[5-(8-chloro-4-hydroxy-quinazolin-2-yl)-2-pyridyl]oxy]ethoxy]cyclobutanecarboxylic acid ClC=1C=CC=C2C(=NC(=NC12)C=1C=CC(=NC1)OCCOC1CC(C1)C(=O)O)O